4-(pyridin-3-yl)5-acetyl-2,6-dimethyl-4-(thieno[2,3-b]pyridin-3-yl)-1,4-dihydropyridine-3-carboxylic acid benzyl ester C(C1=CC=CC=C1)OC(=O)C1=C(NC(=C(C1(C1=CSC2=NC=CC=C21)C=2C=NC=CC2)C(C)=O)C)C